1-[3-(2,6-dimethylpiperidine-1-yl)propyl]-2,6-dimethylpiperidine CC1N(C(CCC1)C)CCCN1C(CCCC1C)C